ClC=1N=CC=C2C=C(C=NC12)C(=O)O 8-chloro-1,7-naphthyridine-3-formic acid